benzyl (S)-2-(benzylamino)-4-methylpentanoate C(C1=CC=CC=C1)N[C@H](C(=O)OCC1=CC=CC=C1)CC(C)C